C(C)(C)(C)CCCN(C(O)=O)C=1C=NC(=CC1)[N+](=O)[O-].C(C)(=O)NC([C@@H](N)CC(C)C)=O N-acetyl-leucinamide tert-butyl-(6-nitropyridin-3-yl)(propyl)carbamate